(8S,13S,14S,17S)-13-methyl-1,2,4,6,7,8,12,13,14,15,16,17-dodecahydrospiro[cyclopenta[a]phenanthrene-3,2'-[1,3]dioxolan]-17-ol C[C@@]12[C@H](CC[C@H]1[C@@H]1CCC=3CC4(OCCO4)CCC3C1=CC2)O